FC1(CC12CN(CC2)C2=C(C=CC=N2)C)F 6-(1,1-difluoro-5-azaspiro[2.4]heptan-5-yl)-5-methylpyridin